C(#N)C1=CC(=C(C=C1)C1=C2C(=CN=C1)SC(=C2)C#N)C=2C(=NN(C2)CC)C(F)(F)F 4-(4-cyano-2-(1-ethyl-3-(trifluoromethyl)-1H-pyrazol-4-yl)phenyl)thieno[2,3-c]pyridine-2-carbonitrile